ClC1=C(C(=CC=C1)C)NC(=O)C1=CN=C(S1)NC1=NC(=NC(=C1)NCC=1C=C2CN(C(C2=CC1)=O)C1C(NC(CC1)=O)=O)C N-(2-chloro-6-methylphenyl)-2-((6-(((2-(2,6-dioxopiperidin-3-yl)-1-oxoisoindolin-5-yl)methyl)amino)-2-methylpyrimidin-4-yl)amino)thiazole-5-carboxamide